COC(C(O)C1=CC=CC=C1)(C)OC dimethoxyphenyl-propanol